N-[4-[(6,7-dimethoxy-1,5-naphthyridin-4-yl)oxy]phenyl]-5-(4-fluorophenyl)-1,2-dimethyl-4-oxopyridine-3-carboxamide COC=1N=C2C(=CC=NC2=CC1OC)OC1=CC=C(C=C1)NC(=O)C1=C(N(C=C(C1=O)C1=CC=C(C=C1)F)C)C